tert-butyl (S)-3-(3-chloro-2-methylphenyl)-3-((6-fluoroquinolin-2-yl)amino)pyrrolidine-1-carboxylate ClC=1C(=C(C=CC1)[C@@]1(CN(CC1)C(=O)OC(C)(C)C)NC1=NC2=CC=C(C=C2C=C1)F)C